[N+](=O)([O-])C=1C=CC2=C(N=C(O2)SCC2=CC=C(C=C2)C(F)(F)F)C1 5-nitro-2-((4-(trifluoromethyl)benzyl)thio)benzo[d]oxazole